C1=C2N=CN=C3C2=C(CCC2C4CCC(CN32)N4C(=O)[O-])N=C1 4,5,5a,6,7,8,9,10-octahydro-3,10a,11,13,14-pentaaza-6,9-methanonaphtho[1,8-ab]heptalene-14-carboxylate